4-(trifluoromethylthio)benzyl alcohol FC(SC1=CC=C(CO)C=C1)(F)F